propargyl-chromene C(C#C)C1OC2=CC=CC=C2C=C1